ClC=1C=C(C=CC1F)C=1N=CN(C1C=1C=CC=2N(N1)C(=CN2)C#N)CCOC 6-(4-(3-chloro-4-fluorophenyl)-1-(2-methoxyethyl)-1H-imidazol-5-yl)imidazo[1,2-b]pyridazine-3-carbonitrile